3-chloro-1-phenyl-3-phospholene ClC=1CP(CC1)C1=CC=CC=C1